(R)-2-((1-(2-(6,8-dihydro-7H-[1,3]dioxolo[4,5-e]isoindol-7-yl)-6-methyl-4-oxo-4H-chromen-8-yl)ethyl)amino)benzoic acid O1COC=2C1=C1CN(CC1=CC2)C=2OC1=C(C=C(C=C1C(C2)=O)C)[C@@H](C)NC2=C(C(=O)O)C=CC=C2